C(C1=CC=CC=C1)(=O)OCN(C(=O)NC1=CC=C(C=C1)C1=CC(=CC=C1)OC)CCCCO ((1-(4-hydroxybutyl)-3-(3'-methoxy-[1,1'-biphenyl]-4-yl) ureido) methyl) benzoate